(R)-3-mercapto-N-((R)-3-mercapto-1-((2-(methylamino)ethyl)amino)-1-oxopropan-2-yl)-2-((2-(methylamino)ethyl)amino)propionamide SC[C@@H](C(=O)N[C@H](C(=O)NCCNC)CS)NCCNC